C(C)(=O)C=1C=C2C(=NC1)C=CN2C(=O)OC(C)(C)C tert-butyl 6-acetyl-1H-pyrrolo[3,2-b]pyridine-1-carboxylate